N[C@H]1CN(CC1)C(=O)C=1NC2=CC(=CC=C2C1)Cl (R)-(3-Aminopyrrolidin-1-yl)(6-chloro-1H-indol-2-yl)methanone